C(=O)C=1C=NC2=CC=C(C=C2C1)C1=CC=C(C(=O)O)C=C1 4-(3-formylquinolin-6-yl)benzoic acid